ClCC1=CC=C(C=C1)C1=NOC(C1)(O)C(F)(F)F 3-[4-(chloromethyl)phenyl]-5-(trifluoromethyl)-4,5-dihydro-1,2-oxazol-5-ol